2-(8-fluoro-2-methylimidazo[1,2-a]pyridin-6-yl)-7-[4-(2-hydroxyethyl)piperazin-1-yl]-4H-pyrido[1,2-a]pyrimidin-4-one FC=1C=2N(C=C(C1)C=1N=C3N(C(C1)=O)C=C(C=C3)N3CCN(CC3)CCO)C=C(N2)C